IC1=CC=C(C=C1)NC(NC1=C(COC1)C(=O)OC)=O methyl 4-(3-(4-iodophenyl) ureido)-2,5-dihydrofuran-3-carboxylate